FC1=C(C(=CC=2N(C(=NC21)C)CC(F)(F)F)F)C#CC2=NN(C(=C2C(=O)N)NC)[C@@H]2CN([C@H](C2)COC)C(C=C)=O 3-[2-[4,6-Difluoro-2-methyl-1-(2,2,2-trifluoroethyl)-1,3-benzodiazol-5-yl]ethynyl]-1-[(3S,5R)-5-(methoxymethyl)-1-(prop-2-enoyl)pyrrolidin-3-yl]-5-(methylamino)pyrazole-4-carboxamide